BrC1=CC(=NC=C1)CC(=O)NC1=CC=C(N=N1)CCCCN1N=NC(=C1)C(=O)NC 1-(4-(6-(2-(4-bromopyridin-2-yl)acetamido)pyridazin-3-yl)butyl)-N-methyl-1H-1,2,3-triazole-4-carboxamide